(R)-4-chloro-N-(1-(2-hydroxy-3-methoxyphenyl)naphthalene-2-yl)benzamide ClC1=CC=C(C(=O)NC2=C(C3=CC=CC=C3C=C2)C2=C(C(=CC=C2)OC)O)C=C1